7-fluoro-2-(4-fluorophenyl)[1,2,4]triazolo[1,5-c]quinazolin FC1=CC=CC=2C=3N(C=NC12)N=C(N3)C3=CC=C(C=C3)F